tert-Butyl 4-benzyl-3,5-dimethyl-1H-pyrazole-1-carboxylate C(C1=CC=CC=C1)C=1C(=NN(C1C)C(=O)OC(C)(C)C)C